7-(naphthalen-1-yl)-4-(3,4,5-trimethoxybenzoyl)-3,4-dihydroquinoxalin-2(1H)-one C1(=CC=CC2=CC=CC=C12)C1=CC=C2N(CC(NC2=C1)=O)C(C1=CC(=C(C(=C1)OC)OC)OC)=O